COC=1C(C(=C(C(C1OC)=O)C=C(C(=O)O)CCCCCCCCC)C)=O 2-[(4,5-dimethoxy-2-methyl-3,6-dioxo-1,4-cyclohexadien-1-yl)methylene]-undecanoic acid